5-benzenesulfonylamino-2-phenyl-1,3-thiazole-4-carboxylic acid C1(=CC=CC=C1)S(=O)(=O)NC1=C(N=C(S1)C1=CC=CC=C1)C(=O)O